4-(3,4-Dimethoxyphenyl)-7-((2s,5r)-5-ethyl-2-methyl-4-(1-(quinoxalin-6-yl)ethyl)piperazin-1-yl)-2-(tetrahydro-2H-pyran-2-yl)-2,4-dihydro-5H-pyrazolo[4,3-b]pyridin-5-one COC=1C=C(C=CC1OC)N1C=2C(C(=CC1=O)N1[C@H](CN([C@@H](C1)CC)C(C)C=1C=C3N=CC=NC3=CC1)C)=NN(C2)C2OCCCC2